NCC1=CC(=NC=C1)NCC(F)(F)F 4-(aminomethyl)-N-(2,2,2-trifluoroethyl)pyridin-2-amine